Cl.CC1=C(N=CS1)CN 1-(5-methyl-1,3-thiazol-4-yl)-methanamine hydrochloride